N[C@@H]1CN(CCC1)C1=C(C=NC(=C1)NC1=NC(=C(C#N)C=C1)C1=C(C=CC=C1OC)F)C=1C=NC(=CC1)N1CCOCC1 6-((4-((S)-3-aminopiperidin-1-yl)-6'-morpholino-[3,3'-bipyridin]-6-yl)amino)-2-(2-fluoro-6-methoxyphenyl)nicotinonitrile